1,2,5-hexanetricarbonitrile C(C(CCC(C)C#N)C#N)C#N